N1=C(C=CC=C1)CN1CCC(CC1)C(=O)NC=1N=CC2=CC=C(C=C2C1)C1=CN=CS1 1-(pyridin-2-ylmethyl)-N-(6-(thiazol-5-yl)isoquinolin-3-yl)piperidine-4-carboxamide